4'-((5-bromo-2-propyl-3H-imidazo[4,5-b]pyridin-3-yl)methyl)-N-(4,5-dimethylisoxazol-3-yl)-2'-(ethoxymethyl)-N-(methoxymethyl)-[1,1'-biphenyl]-2-sulfonamide BrC1=CC=C2C(=N1)N(C(=N2)CCC)CC2=CC(=C(C=C2)C=2C(=CC=CC2)S(=O)(=O)N(COC)C2=NOC(=C2C)C)COCC